6-((2R,3R)-3-aminotetrahydro-2H-pyran-2-yl)-N-benzyl-2,7-dichloro-5-(difluoromethyl)-5H-pyrrolo[3,2-d]pyrimidin-4-amine N[C@H]1[C@@H](OCCC1)C1=C(C=2N=C(N=C(C2N1C(F)F)NCC1=CC=CC=C1)Cl)Cl